CC1=C(C(=O)NC=2SC(=CN2)[N+](=O)[O-])C=CC=C1 2-Methyl-N-(5-nitrothiazol-2-yl)benzamide